C1=CC(=CC=2OC3=CC=CC=C3SC12)C(=O)NCC(=O)N1[C@H]2C[C@]2(C[C@H]1C(=O)N[C@H](C)C1=CC=2C=NC=CC2N1S(=O)(=O)C1=CC=CC=C1)CC=1SC=CN1 (1S,3S,5S)-2-((phenoxathiine-3-carbonyl)glycyl)-N-((R)-1-(1-(phenylsulfonyl)-1H-pyrrolo[3,2-c]pyridin-2-yl)ethyl)-5-(thiazol-2-ylmethyl)-2-azabicyclo[3.1.0]hexane-3-carboxamide